dimethylbenzo[b]thiophene-2-carboamide CC1=CC=CC=2SC(=C(C21)C)C(=O)N